C(CC)N(C(OCCCC)=O)CCC butyl N,N-dipropylcarbamate